[NH+]1=CN=CC2=NC=CN=C12 pteridinium